2-(benzo[b]thiophen-7-ylmethyl)-7-methoxypyrazolo[1,5-c]quinazolin-5-amine S1C2=C(C=C1)C=CC=C2CC2=NN1C(=NC=3C(=CC=CC3C1=C2)OC)N